(R)-tert-butyl(1-((4-(1-methyl-1H-pyrazol-3-yl) phenyl) amino)-1-oxopropan-2-yl)carbamate C(C)(C)(C)OC(N[C@@H](C(=O)NC1=CC=C(C=C1)C1=NN(C=C1)C)C)=O